C(#N)N1[C@H]2[C@@H](C[C@@H]1CC2)NC(=O)C2=CC=C1C(=CNC1=C2)C2=NC=CC(=C2)C N-((1R,2R,4S)-7-cyano-7-azabicyclo[2.2.1]heptan-2-yl)-3-(4-methyl-2-pyridinyl)-1H-indole-6-carboxamide